tert-butyl 2-[[4-[6-[[2,3-difluoro-4-(trifluoromethyl)phenyl]methoxy]-2-pyridyl]-2,5-difluoro-phenyl]methyl]-3-(2-methoxyethyl)benzimidazole-5-carboxylate FC1=C(C=CC(=C1F)C(F)(F)F)COC1=CC=CC(=N1)C1=CC(=C(C=C1F)CC=1N(C2=C(N1)C=CC(=C2)C(=O)OC(C)(C)C)CCOC)F